C(C1=CC=CC=C1)OC(CC(C)C1=CC=CC2=CC=CC=C12)=O 3-(naphthalen-1-yl)butanoic acid benzyl ester